isononylalcohol C(CCCCCC(C)C)O